3-(benzyloxy)-7-bromonaphthalen-2-amine C(C1=CC=CC=C1)OC=1C(=CC2=CC(=CC=C2C1)Br)N